Methyl (benzo[d][1,3]dioxole-5-carbonyl)-L-phenylalaninate O1COC2=C1C=CC(=C2)C(=O)N[C@@H](CC2=CC=CC=C2)C(=O)OC